6-[(3S)-3-{[(1R)-1-(naphthalen-1-yl)ethyl]amino}tetrahydro-1H-pyrrol-1-yl]-1,2,3,4-tetrahydronaphthalen-1-one C1(=CC=CC2=CC=CC=C12)[C@@H](C)N[C@@H]1CN(CC1)C=1C=C2CCCC(C2=CC1)=O